C(=O)(OC(C)(C)C)N1C(CCC1)=O Boc-2-pyrrolidone